phenyl (3-(trifluoromethoxy)phenyl)carbamate FC(OC=1C=C(C=CC1)NC(OC1=CC=CC=C1)=O)(F)F